3-(3-((2,3-dihydro-[1,4]oxazepino[7,6-g]quinolin-4(5H)-yl)methyl)-4-methylphenyl)-3-(1,4-dimethyl-1H-benzo[d][1,2,3]triazol-5-yl)-2,2-dimethylpropionic acid O1CCN(CC=2C1=CC=1C=CC=NC1C2)CC=2C=C(C=CC2C)C(C(C(=O)O)(C)C)C2=C(C1=C(N(N=N1)C)C=C2)C